C([C@@H]1[C@H]([C@@H]([C@H]([C@H](O1)O)O)O[C@@H]2[C@@H]([C@H]([C@@H]([C@H](O2)CO)O)O[C@@H]3[C@@H]([C@H]([C@@H]([C@H](O3)CO)O)O)O)O)O)O The molecule is a trisaccharide consisting of three alpha-D-glucose units connected via (1->3) linkages. Also known as alpha-nigerotriose. It is an alpha-D-Glcp-(1->3)-alpha-D-Glcp-(1->3)-D-Glcp and a glucotriose.